C(C)(C)NC1=NC(=NC(=N1)NC1=CC(=NC=C1)C(F)(F)F)C1=CC=CC=C1 isopropyl-6-phenyl-N4-(2-(trifluoromethyl)pyridin-4-yl)-1,3,5-triazine-2,4-diamine